4-amino-N,1-dimethyl-N-((3S)-6-(1-methyl-4-(trifluoromethyl)-1H-pyrazol-5-yl)-2,3-dihydro-1-benzofuran-3-yl)-1H-pyrazolo[4,3-c]quinoline-8-carboxamide NC1=NC=2C=CC(=CC2C2=C1C=NN2C)C(=O)N([C@@H]2COC1=C2C=CC(=C1)C1=C(C=NN1C)C(F)(F)F)C